(R)-4-amino-N-((S)-1-(((S)-5-amino-1-(3-benzyl-1,2,4-oxadiazol-5-yl)pentyl)amino)-3-(4-hydroxy-2,6-dimethylphenyl)-1-oxopropan-2-yl)-2-guanidinobutyramide NCC[C@H](C(=O)N[C@H](C(=O)N[C@@H](CCCCN)C1=NC(=NO1)CC1=CC=CC=C1)CC1=C(C=C(C=C1C)O)C)NC(=N)N